The molecule is a 3-hydroxy fatty acyl-CoA resulting from the formal condensation of the thiol group of coenzyme A with the carboxy group of (R)-3-hydroxypentanoic acid. It is a short-chain fatty acyl-CoA and a 3-hydroxy fatty acyl-CoA. It derives from a (R)-3-hydroxypentanoic acid. It is a conjugate acid of a (R)-3-hydroxypentanoyl-CoA(4-). CC[C@H](CC(=O)SCCNC(=O)CCNC(=O)[C@@H](C(C)(C)COP(=O)(O)OP(=O)(O)OC[C@@H]1[C@H]([C@H]([C@@H](O1)N2C=NC3=C(N=CN=C32)N)O)OP(=O)(O)O)O)O